(R)-3-((S)-3-(5-bromobenzo[b]thiophene-2-yl)-1-(tert-butoxy)-1-oxopropane-2-yl)pyrrolidine-1-carboxylic acid tert-butyl ester C(C)(C)(C)OC(=O)N1C[C@H](CC1)[C@@H](C(=O)OC(C)(C)C)CC1=CC2=C(S1)C=CC(=C2)Br